1-diazonaphthalene [N+](=[N-])=C1CC=CC2=CC=CC=C12